3,3'-heptamethylenebis(5-phenyl-1,2,4-triazole) C1(=CC=CC=C1)C1=NC(=NN1)CCCCCCCC1=NNC(=N1)C1=CC=CC=C1